CC(C)(C1=CC=CC=C1)OO The molecule is a peroxol that is cumene in which the alpha-hydrogen is replaced by a hydroperoxy group. It has a role as an oxidising agent, an environmental contaminant and a Mycoplasma genitalium metabolite. It derives from a hydride of a cumene.